2-(piperidin-4-yl)benzimidazole-4-carboxamide dihydrochloride Cl.Cl.N1CCC(CC1)C=1NC2=C(N1)C=CC=C2C(=O)N